6-methyl-3-((8-(neopentylamino)pyrido[3,4-d]pyrimidin-2-yl)amino)-5,6,7,8-tetrahydro-1,6-naphthyridin-2(1H)-one CN1CC=2C=C(C(NC2CC1)=O)NC=1N=CC2=C(N1)C(=NC=C2)NCC(C)(C)C